[Si](C1=CC=CC=C1)(C1=CC=CC=C1)(C(C)(C)C)OC1=C(C(=CC=C1)F)C1=C(C=C2C(NC(N(C2=C1)CC(C)(C)C)=O)=O)Cl 7-(2-((tert-Butyldiphenylsilyl)oxy)-6-fluorophenyl)-6-chloro-1-neopentylquinazoline-2,4(1H,3H)-dione